C1(CC1)C=1C(=NSC1C(=O)OCC)C=1C=2N(C=CC1)N=CC2 ethyl 4-cyclopropyl-3-{pyrazolo[1,5-a]pyridin-4-yl}-1,2-thiazole-5-carboxylate